C(C)P(O)(=O)C1=CC=CC=C1 ethyl-(phenyl)phosphinic acid